S(=O)(=O)(C1=CC=C(C)C=C1)N1CC=CC1 1-tosyl-2,5-dihydro-1H-pyrrole